(2S,3S,5R)-3-[(4-methoxyphenyl)diphenylmethoxy]-5-(5-methyl-2,4-dioxo-3H-pyrimidin-1-yl)oxolane-2-carbaldehyde COC1=CC=C(C=C1)C(O[C@@H]1[C@H](O[C@H](C1)N1C(NC(C(=C1)C)=O)=O)C=O)(C1=CC=CC=C1)C1=CC=CC=C1